2-Fluoro-4-(4,4,5,5-tetramethyl-1,3,2-dioxaborolan-2-yl)phenylazetidine-1-carboxylate FC1=C(C=CC(=C1)B1OC(C(O1)(C)C)(C)C)OC(=O)N1CCC1